N-(4-((4-(4-(Ethoxymethoxy)phenyl)piperazin-1-yl)sulfonyl)phenyl)-2-(N-methylmethylsulfonamido)benzamide C(C)OCOC1=CC=C(C=C1)N1CCN(CC1)S(=O)(=O)C1=CC=C(C=C1)NC(C1=C(C=CC=C1)N(S(=O)(=O)C)C)=O